(methylamino)-N-isopropyl-2-(methylthio)pyrimidin-4-amine CNC=1C(=NC(=NC1)SC)NC(C)C